C(#N)C=1C=C(C=CC1)C1=CC(=NO1)NC(C[C@H]1CN(CC1)C#N)=O (S)-N-(5-(3-cyanophenyl)isoOxazol-3-yl)-2-(1-cyanopyrrolidin-3-yl)acetamide